[NH4+].C(C)P(O)(O)=O Ethyl-phosphonic acid ammonium